methyl-[4-(dimethylamino)-N-(7-ethoxy-6-fluoro-7-oxohept-5-en-1-yl)butyramide] octadecenoate C(C=CCCCCCCCCCCCCCCC)(=O)O.CC(C(=O)NCCCCC=C(C(=O)OCC)F)CCN(C)C